4-isothiazoline-3-one S1NC(C=C1)=O